C1CCCCCO1 Hexylene oxide